CC1=C(C[N+]2=C3N(C(C(=C2)C=2C(=NOC2C)C)=O)C=CC=C3)C=C(C=C1)C 1-(2,5-dimethylbenzyl)-3-(3,5-dimethylisoxazol-4-yl)-4-oxo-4H-pyrido[1,2-a]pyrimidinium